FC1=C(C=C(C=C1)N1[C@H](CN(CC1)C(=O)OC(C)(C)C)C)C(=O)OC t-butyl (3S)-4-(4-fluoro-3-methoxycarbonyl-phenyl)-3-methyl-piperazine-1-carboxylate